7-{3-[4-(Cyclopropanesulfonyl)phenyl]-1H-pyrazolo[3,4-b]pyridin-5-yl}-3-(1-methylcyclopentyl)-2,3,4,5-tetrahydro-1H-3-benzazepine C1(CC1)S(=O)(=O)C1=CC=C(C=C1)C1=NNC2=NC=C(C=C21)C2=CC1=C(CCN(CC1)C1(CCCC1)C)C=C2